5-chloro-2-(fluoromethyl)nicotinic acid ClC=1C=NC(=C(C(=O)O)C1)CF